CC1=CC=CC=2N(N=NC21)CN(CCO)CCO [[(methyl-1H-benzotriazole-1-yl)methyl]imino]bisethanol